2-[4-bromo-3-(difluoromethyl)pyrazol-1-yl]-5-nitro-pyridine BrC=1C(=NN(C1)C1=NC=C(C=C1)[N+](=O)[O-])C(F)F